4-(9-ethyl-8-iodo-2-(4-methoxy-3-(1-methyl-1H-pyrazol-3-yl)phenyl)-9H-purin-6-yl)morpholine C(C)N1C2=NC(=NC(=C2N=C1I)N1CCOCC1)C1=CC(=C(C=C1)OC)C1=NN(C=C1)C